8-Chloro-7-((2-methyl-1-((2-(trimethylsilyl)ethoxy)methyl)-1H-benzo[d]imidazol-6-yl)oxy)-2-(1-(piperidin-4-ylmethyl)-1H-pyrazol-4-yl)quinoxaline ClC=1C(=CC=C2N=CC(=NC12)C=1C=NN(C1)CC1CCNCC1)OC=1C=CC2=C(N(C(=N2)C)COCC[Si](C)(C)C)C1